COC1=C(CNC2=C(C=3N(C=N2)N=CC3C(C)=O)OC)C=CC(=C1)OC (5-((2,4-Dimethoxybenzyl)amino)-4-methoxypyrazolo[1,5-c]pyrimidin-3-yl)ethanone